8-ethynyl-7-fluoro-3-(phosphocarboxy)naphthalene C(#C)C=1C(=CC=C2C=C(C=CC12)C(=O)OP(=O)=O)F